tert-butyl (3S)-3-[({4-[3-(3-chloro-2-methoxyanilino)-7-(2-hydroxyethyl)-4-oxo-4,5,6,7-tetrahydro-1H-pyrrolo[3,2-c]pyridin-2-yl]pyridin-3-yl}oxy)methyl]morpholine-4-carboxylate ClC=1C(=C(NC2=C(NC3=C2C(NCC3CCO)=O)C3=C(C=NC=C3)OC[C@H]3N(CCOC3)C(=O)OC(C)(C)C)C=CC1)OC